CC1(CCN(CC1)C1=C(C(=O)NC2=CC(=CC=C2)S(=O)(=O)N2CCCCC2)C=CC=N1)C 2-(4,4-dimethylpiperidin-1-yl)-N-(3-(piperidin-1-ylsulfonyl)phenyl)nicotinamide